1,4-Piperazinediethanol N1(CCN(CC1)CCO)CCO